1-bromo-6-(dibenzo[b,d]furan-2-yl)-9H-carbazole BrC1=CC=CC=2C3=CC(=CC=C3NC12)C1=CC2=C(OC3=C2C=CC=C3)C=C1